N-(3-methyl-4-((4-(1-methyl-1H-1,2,4-triazol-3-yl)-2-(methylsulfonyl)phenyl)amino)-1H-pyrazolo[3,4-b]pyridin-6-yl)cyclopropanecarboxamide CC1=NNC2=NC(=CC(=C21)NC2=C(C=C(C=C2)C2=NN(C=N2)C)S(=O)(=O)C)NC(=O)C2CC2